N-((1S,2R)-2-aminocyclopentyl)-4-(9H-purin-6-yl)-3,4-dihydro-2H-1,4-thiazine-6-carboxamide hydrochloride Cl.N[C@H]1[C@H](CCC1)NC(=O)C1=CN(CCS1)C1=C2N=CNC2=NC=N1